(+/-)-N-{[3-(4-{[(3R,4S)-3-fluoro-1-methylpiperidin-4-yl]amino}-1-(2,2,2-trifluoroethyl)-1H-indol-2-yl)-1,2,4-oxadiazol-5-yl]methyl}cyclopropanecarboxamide F[C@@H]1CN(CC[C@@H]1NC1=C2C=C(N(C2=CC=C1)CC(F)(F)F)C1=NOC(=N1)CNC(=O)C1CC1)C |r|